N1CC(C1)CC=1N(N=C2C3=C(C(=CC12)NC(C1=CC(=CC(=C1)F)C(F)(F)F)=O)C(NC3=O)C3=C(C=CC(=C3)F)Cl)C N-[3-(azetidin-3-ylmethyl)-6-(2-chloro-5-fluorophenyl)-2-methyl-8-oxo-7,8-dihydro-6H-pyrrolo[4,3-g]indazol-5-yl]-5-fluoro-3-(trifluoromethyl)benzamide